malonate monopotassium salt [K+].C(CC(=O)O)(=O)[O-]